(3R)-3-hydroxypyrrolidine O[C@H]1CNCC1